C(CCC)=C1C2CC3(CC(CC1C3)(C2)C(=O)O)C2=CC=CC=C2 6-butylidene-3-phenyladamantane-1-carboxylic acid